COC=1C=CC2=C(C[C@H]3CCCN([C@@H]3C2)CCC)C1OCOC (4aR,10aR)-7-methoxy-6-(methoxymethoxy)-1-propyl-1,2,3,4,4a,5,10,10a-octahydrobenzo[g]quinoline